FC=1C=C2C(=NC1)[C@H]1CC[C@@H](C2)N1 (6S,9R)-3-Fluoro-6,7,8,9-tetrahydro-5H-6,9-epiminocyclohepta[b]pyridine